OC1=CC=C(C=C1)C=1C2=CC=C(N2)C(=C2C=CC(C(=C3C=CC(=C(C=4C=CC1N4)C4=CC=CC=C4)N3)C3=CC=CC=C3)=N2)C2=CC=CC=C2 5-(4-hydroxyphenyl)-10,15,20-triphenyl-porphyrin